N5-(3,4-difluorophenyl)-N3-[(2R)-1,1-difluoropropan-2-yl]-4H,5H,6H,7H-[1,2]oxazolo[4,3-c]pyridine-3,5-dicarboxamide FC=1C=C(C=CC1F)NC(=O)N1CC=2C(CC1)=NOC2C(=O)N[C@@H](C(F)F)C